N-({4-amino-1H,3H-furo[3,4-c]quinolin-7-yl}methyl)-6-cyclopropyl-N-(4,4-difluoro-1,1-di-oxo-3,4-dihydro-2H-1λ6-benzothiopyran-8-yl)pyridine-3-carboxamide NC1=NC=2C=C(C=CC2C2=C1COC2)CN(C(=O)C=2C=NC(=CC2)C2CC2)C2=CC=CC=1C(CCS(C12)(=O)=O)(F)F